2-fluoro-4-iodo-benzamide FC1=C(C(=O)N)C=CC(=C1)I